C1C(CC2=CC=CC=C12)NC1=NC=C(C=N1)C1=CC=C(C=C1)[C@H](C(F)(F)F)NC(=O)[C@@H]1CC2=C(NN=N2)CC1 (S)-N-((R)-1-(4-(2-((2,3-dihydro-1H-inden-2-yl)amino)pyrimidin-5-yl)phenyl)-2,2,2-trifluoroethyl)-4,5,6,7-tetrahydro-1H-benzo[d][1,2,3]triazole-5-carboxamide